FC(OC1=CC=C(CN2C=C(C3=CC=CC=C23)C(=O)OC)C=C1)F methyl 1-(4-(difluoromethoxy)benzyl)-1H-indole-3-carboxylate